(2-(1'-((R)-1-(4-((R)-2,6-dioxopiperidin-3-yl)-3,5-difluorophenyl)pyrrolidine-3-carbonyl)-[1,4'-bipiperidin]-4-yl)-6-methoxy-2H-indazol-5-yl)-6-(trifluoromethyl)pyridinecarboxamide O=C1NC(CC[C@@H]1C1=C(C=C(C=C1F)N1C[C@@H](CC1)C(=O)N1CCC(CC1)N1CCC(CC1)N1N=C2C=C(C(=CC2=C1)C=1C(=NC(=CC1)C(F)(F)F)C(=O)N)OC)F)=O